4-(2-fluorobenzyl)-1-methyl-6-(3-(trifluoromethyl)-1H-1,2,4-triazol-5-yl)-1H-imidazo[4,5-c]Pyridine FC1=C(CC2=NC(=CC3=C2N=CN3C)C3=NC(=NN3)C(F)(F)F)C=CC=C1